O1[C@@H](CC1)CN1C(=NC2=C1C=C(C=C2)C(=O)O)CN2CCC(CC2)N2N=CC=C2COC2=CC=CC=C2 (S)-1-(oxetan-2-ylmethyl)-2-((4-(5-(phenoxymethyl)-1H-pyrazol-1-yl)piperidin-1-yl)methyl)-1H-benzo[d]imidazole-6-carboxylic acid